tert-butyl (3R,4S)-3-(4-chlorophenyl)-4-(hydroxymethyl)pyrrolidine-1-carboxylate ClC1=CC=C(C=C1)[C@@H]1CN(C[C@H]1CO)C(=O)OC(C)(C)C